ClC1=CC(=C(C=C1O)N1C(C(CC1=O)=C)=O)F 1-(4-chloro-2-fluoro-5-hydroxyphenyl)-3-methylenepyrrolidine-2,5-dione